CO[C@@H](CN(C(OC(C)(C)C)=O)C)CN1C(=NC2=NC=CC=C21)C tert-butyl N-[(2R)-2-methoxy-3-(2-methylimidazo[4,5-b]pyridin-1-yl)propyl]-N-methyl-carbamate